C(C)(C)(C)OC(=O)N1C(=CC2=CC=CC(=C12)CC(C)C)CN1C(C(=CC=C1)NC(C(C(C\C=C\C(=O)N(C)C)([2H])[2H])OC(N(C)C)=O)=O)=O tert-Butyl-(E)-2-((3-(7-(dimethylamino)-2-((dimethylcarbamoyl)oxy)-7-oxohept-5-enamido-3,3-d2)-2-oxopyridin-1(2H)-yl)methyl)-7-isobutyl-1H-indol-1-carboxylat